4-[(3S)-3-amino-3-methylpyrrolidin-1-yl]-6-methoxy-5-(2-methylpyrimidin-5-yl)-N-[(2S)-1,1,1-trifluoropropan-2-yl]pyridine-3-carboxamide N[C@@]1(CN(CC1)C1=C(C=NC(=C1C=1C=NC(=NC1)C)OC)C(=O)N[C@H](C(F)(F)F)C)C